4-bromo-5-[(1-ethyl-1H-pyrazol-4-yl)methyl]-2-methyl-1,3-thiazole BrC=1N=C(SC1CC=1C=NN(C1)CC)C